C(C)(C)(C)OC(=O)N1CCN(CC1)C1=NC2=CC=C(C=C2C=C1)NC(=S)NCCCN1CCCCCC1 4-(6-(3-(3-(azepan-1-yl)propyl)thioureido)quinolin-2-yl)piperazine-1-carboxylic acid tert-butyl ester